2,4-dibromo-1-methyl-1H-imidazole BrC=1N(C=C(N1)Br)C